ClC1=C2C(=NC=C1C(=O)N[C@H]1CCCC3=CC=CC=C13)NC=C2 (S)-4-chloro-N-(1,2,3,4-tetrahydronaphthalen-1-yl)-1H-pyrrolo[2,3-b]pyridine-5-carboxamide